((4-bromophenyl)methyl-d)-2,2-dimethoxyethane-1-amine BrC1=CC=C(C=C1)C([2H])C(C(OC)OC)N